O1C(COC2=C1C=CC=C2)COC2=NC(N1C(C3=CC=C(C=C3CC1)OCC(=O)O)=C2)=O [2-(2,3-Dihydro-benzo[1,4]dioxin-2-ylmethoxy)-4-oxo-6,7-dihydro-4H-pyrimido[6,1-a]isoquinolin-9-yloxy]-acetic acid